ClC1=CC(=C(N=N1)C(=O)O)NC1=C2N([C@H](C=3N(C2=CC=C1)N=C(N3)C)C)C (S)-6-chloro-4-((2,4,5-trimethyl-4,5-dihydro-[1,2,4]triazolo[1,5-a]quinoxalin-6-yl)amino)pyridazine-3-carboxylic acid